N1C(=NC2=C1C=CC=C2)C2(C(N(C(C1=CC=CC=C21)=O)C)=O)C2=C(C=CC=C2)O 4-(1H-Benzo[d]imidazol-2-yl)-4-(2-hydroxyphenyl)-2-methylisoquinoline-1,3(2H,4H)-dione